COC=1N=C2C(=C3C(=NC2=CC1OCCCN1CCCC1)CCC3)NC3CCN(CC3)C3=CC=NC=C3 N-{2-methoxy-3-[3-(pyrrolidin-1-yl)propoxy]-6H,7H,8H-cyclopenta[b]1,5-naphthyridin-9-yl}-1-(pyridin-4-yl)piperidin-4-amine